(1R,3S)-3-amino-N-[2-(2,5-dioxo-2,5-dihydro-1H-pyrrol-1-yl)ethyl]cyclopentanecarboxamide N[C@@H]1C[C@@H](CC1)C(=O)NCCN1C(C=CC1=O)=O